C(C)(C)(C)OC(=O)N[C@@H](C(=O)NCC1=CC=C(C(=O)OC)C=C1)CCSC Methyl (R)-4-((2-((tert-butoxycarbonyl) amino)-4-(methylthio)butanamido)methyl)benzoate